C(C)CCl ethyl-methyl chloride